N[C@@H](C)C(=O)O.C(CCCCCCC)P(CCCCCCCC)(CCCCCCCC)CCCCCCCC tetraoctylphosphine alanine salt